C(=C)NCC(C)C N-vinyl-isobutylamine